6-amino-2-(4-{[(tert-butoxy)carbonyl]amino}-4-methylpiperidin-1-yl)-5-(2,3-dichlorophenyl)pyrimidine-4-carboxylic acid NC1=C(C(=NC(=N1)N1CCC(CC1)(C)NC(=O)OC(C)(C)C)C(=O)O)C1=C(C(=CC=C1)Cl)Cl